(R,E)-N-(4-((4-([1,2,4]triazolo[1,5-a]pyridin-7-yloxy)-5-fluoro-2-methoxyphenyl)amino)-7-methoxyquinazolin-6-yl)-2-fluoro-3-(1-methylpyrrolidin-2-yl)acrylamide N=1C=NN2C1C=C(C=C2)OC2=CC(=C(C=C2F)NC2=NC=NC1=CC(=C(C=C21)NC(/C(=C\[C@@H]2N(CCC2)C)/F)=O)OC)OC